3-(4-hydroxyphenyl)-1-(2,4,6-trihydroxyphenyl)propane-1-one OC1=CC=C(C=C1)CCC(=O)C1=C(C=C(C=C1O)O)O